ClC1=CC=2C=3C=CC(=CC3N(C(N(C2N=C1)CC)=O)C1=C(C=C(C=C1F)N[C@H](CNC)C)F)C#N 4-chloro-10-(2,6-difluoro-4-{[(2S)-1-(methylamino)propan-2-yl]amino}phenyl)-8-ethyl-9-oxo-6,8,10-triazatricyclo[9.4.0.02,7]pentadeca-1(11),2(7),3,5,12,14-hexaene-13-carbonitrile